C(C)OC(=O)C=1C(=NC(=NC1)Cl)NC1(CCC(CC1)O)C 2-chloro-4-((4-hydroxy-1-methylcyclohexyl)amino)pyrimidine-5-carboxylic acid ethyl ester